N1N=CC2=CC=C(C=C12)SC=1C=C(C=CC1)NC(CC1=C(C=CC=C1)F)=O N-(3-((1H-indazol-6-yl)thio)phenyl)-2-(2-fluorophenyl)acetamide